C12CN(CC(CC1)N2)C=2N=C(C(=C1C(=C(N=CC21)C2=C1C=NNC1=CC1=C2C=CC=C1)F)C)C 4-[8-(3,8-diazabicyclo[3.2.1]octan-3-yl)-4-fluoro-5,6-dimethyl-2,7-naphthyridin-3-yl]-1H-benzo[f]indazole